Cl.[C@H]12[C@H](NC[C@@H]2C1)C(=O)O (1S,2S,5R)-3-azabicyclo[3.1.0]hexane-2-carboxylic acid hydrochloride